C1N(CC12CC1(OCCCO1)C2)C2=C(C=C(NC1C(NC(CC1)=O)=O)C=C2)F 3-[4-(7,11-dioxa-2-azadispiro[3.1.56.14]dodecan-2-yl)-3-fluoro-anilino]piperidine-2,6-dione